CC=1C=C2C=CC(=NC2=CC1)N 6-methylquinolin-2-amine